N-methyl-N-((1-methyl-1H-pyrazol-5-yl)methyl)piperidin-4-amine CN(C1CCNCC1)CC1=CC=NN1C